5-[4-(4-Cyano-but-1-ynyl)-phenyl]-1-(2,4-dichloro-phenyl)-4-hydroxymethyl-1H-pyrazole-3-carboxylic acid piperidin-1-ylamide N1(CCCCC1)NC(=O)C1=NN(C(=C1CO)C1=CC=C(C=C1)C#CCCC#N)C1=C(C=C(C=C1)Cl)Cl